C(#CC)OS(=O)[O-] Propynylsulfit